OC[C@@H]1N(C[C@H]1C(F)(F)F)C(=O)OC(C)(C)C tert-butyl (2R,3R)-2-(hydroxymethyl)-3-(trifluoromethyl)azetidine-1-carboxylate